2-(3-((5-cyclopropyl-3-(2-(trifluoromethoxy)phenyl)isoxazol-4-yl)methoxy)-8-azabicyclo[3.2.1]octan-8-yl)-4-fluorobenzo[d]thiazole-6-sulfinate C1(CC1)C1=C(C(=NO1)C1=C(C=CC=C1)OC(F)(F)F)COC1CC2CCC(C1)N2C=2SC1=C(N2)C(=CC(=C1)S(=O)[O-])F